t-butyl 3-hydroxydecanoate OC(CC(=O)OC(C)(C)C)CCCCCCC